CC[C@H](CC[C@@H](C)[C@H]1CC[C@@H]2[C@@]1(CC[C@H]3[C@H]2CC=C4[C@@]3(CC[C@@H](C4)O)C)C)C(C)C The molecule is a member of the class of phytosterols that is stigmast-5-ene substituted by a beta-hydroxy group at position 3. It has a role as a sterol methyltransferase inhibitor, an anticholesteremic drug, an antioxidant, a plant metabolite and a mouse metabolite. It is a 3beta-sterol, a stigmastane sterol, a 3beta-hydroxy-Delta(5)-steroid and a member of phytosterols. It derives from a hydride of a stigmastane.